[15,19-difluoro-3,4-dihydro-2H,11H-10,6-(azeno)-12,16-(metheno)-1,5,11,13-benzodioxadiazacyclooctadecin-8-yl]methyl((methyl)oxo-lambda6-sulfanylidene)-L-valinamide FC1=CN=C2NC=3C=C(C=C(OCCCOC4=C(C1=C2)C=CC(=C4)F)N3)C([C@](N=S(=O)C)(C(=O)N)C)(C)C